N1CCNCC1.C(\C=C\C1=CC(O)=C(OC)C=C1)(=O)O isoferulic acid piperazine salt